ClC=1C=CC=C2C=CC=C(C12)N1CC=2N=C(N=C(C2CC1)N(C)CC1CN(C1)C(=O)OC(C)(C)C)OC[C@H]1N(CCC1)C tert-butyl (S)-3-(((7-(8-chloronaphthalen-1-yl)-2-((1-methylpyrrolidin-2-yl)methoxy)-5,6,7,8-tetrahydropyrido[3,4-d]pyrimidin-4-yl)(methyl)amino)methyl)azetidine-1-carboxylate